2-(tert-butyl) 1-methyl (1S*,3aR*,4R*,7S*,7aS*)-octahydro-2H-4,7-ethanoisoindole-1,2-dicarboxylate [C@@H]1(N(C[C@@H]2C3CCC([C@H]12)CC3)C(=O)OC(C)(C)C)C(=O)OC |o1:0,3,8|